[C@H]12CN(C[C@H](CC1)O2)C=2SC1=C(N2)C(=C(C=C1)F)OCC(=O)NCCOCCOCCOC=CC(=O)NC1=CC=C(C=C1)C1C(NC(CC1)=O)=O 3-(2-(2-(2-(2-((2-((1R,5S)-8-oxa-3-azabicyclo[3.2.1]octan-3-yl)-5-fluorobenzo[d]thiazol-4-yl)oxy)-acetamido)ethoxy)ethoxy)ethoxy)-N-(4-(2,6-dioxopiperidin-3-yl)phenyl)propenamide